CC(=O)N[C@@H]1[C@H](C[C@@](O[C@H]1[C@@H]([C@@H](CO)O)O)(C(=O)O)O[C@H]2[C@H]([C@H](O[C@H]([C@@H]2O)O[C@@H]3[C@H](O[C@H]([C@@H]([C@H]3O)NC(=O)C)O[C@H]4[C@H]([C@H](O[C@H]([C@@H]4O)O[C@@H]5[C@H](OC([C@@H]([C@H]5O)NC(=O)C)O)CO)CO)O)CO)CO)O)O The molecule is a linear amino pentasaccharide consisting of the tetrasaccharide beta-D-galactosyl-(1->4)-N-acetyl-beta-D-glucosaminyl-(1->3)-beta-D-galactosyl-(1->4)-N-acetyl-D-glucosamine having an alpha-N-acetylneuraminyl residue attached at the 3-position of the galactosyl residue at the non-reducing end. It is an amino pentasaccharide and a glucosamine oligosaccharide.